(S)-3-(isoquinolin-4-yl)-2-oxo-1-(3-(trifluoromethoxy)phenyl)imidazoline-4-carbonitrile C1=NC=C(C2=CC=CC=C12)N1C(N(C[C@H]1C#N)C1=CC(=CC=C1)OC(F)(F)F)=O